1-(2,2-Dihydroxyethyl)-1,4-dihydro-3-methoxy-4-oxo-5-(2,4,6-trifluorophenylalanyl)pyridine-2-carboxylic acid methyl ester COC(=O)C=1N(C=C(C(C1OC)=O)C([C@@H](N)CC1=C(C=C(C=C1F)F)F)=O)CC(O)O